(2',3',4',6,6'-pentafluoro-4-hydroxy-5'-methyl-[1,1'-biphenyl]-3-yl)acetamide FC1=C(C(=C(C(=C1F)F)C)F)C1=CC(=C(C=C1F)O)CC(=O)N